N-[4-fluoro-2-(4-methylpiperazin-1-yl)-5-(6-morpholin-4-ylpyridin-3-yl)phenyl]-6-oxo-4-(trifluoromethyl)-1H-pyridine-3-carboxamide FC1=CC(=C(C=C1C=1C=NC(=CC1)N1CCOCC1)NC(=O)C1=CNC(C=C1C(F)(F)F)=O)N1CCN(CC1)C